(2S,3S)-N-(3-chloro-4,5-difluorophenyl)-2-methylpyrrolidine-3-carboxamide hydrochloride Cl.ClC=1C=C(C=C(C1F)F)NC(=O)[C@@H]1[C@@H](NCC1)C